BrC1=CC=C(C=C1)S[C@@H]1CC[C@H](CC1)NC1=NC=C(C=C1)C(F)(F)F trans-N-(4-((4-bromophenyl)thio)cyclohexyl)-5-(trifluoromethyl)pyridin-2-amine